(propane-2,2-diylbis(4,1-phenylene))bis(oxy)bis(isobenzofuran-1,3-dione) CC(C)(C1=CC=C(C=C1)OC1=C2C(OC(C2=CC=C1)=O)=O)C1=CC=C(C=C1)OC1=C2C(OC(C2=CC=C1)=O)=O